BrC=1C=C2C(=C(C(N(C2=NC1)CC1=CC=C(C=C1)F)=O)C(=O)OCC)O ethyl 6-bromo-1-[(4-fluorophenyl)methyl]-4-hydroxy-2-oxo-1,8-naphthyridine-3-carboxylate